C(C)C1(COC1)COCCOCCOCCOCC1(COC1)CC triethyleneglycol bis(3-ethyl-3-oxetanylmethyl) ether